C1(=CC=CC=2C3=CC=CC=C3NC12)C1=CC=CC2=NC3=CC=CC=C3C=C12 carbazolyl-acridine